methyl 1-(2-amino-4-(difluoromethyl)-6-methylphenyl)-4-(bis(4-methoxybenzyl)amino)-6-oxo-1,6-dihydropyrimidine-5-carboxylate NC1=C(C(=CC(=C1)C(F)F)C)N1C=NC(=C(C1=O)C(=O)OC)N(CC1=CC=C(C=C1)OC)CC1=CC=C(C=C1)OC